(7S,8R)-2-((8-((1-Acetylazetidin-3-yl)oxy)-5-(2-azidopropan-2-yl)-2,7-naphthyridin-3-yl)amino)-7,8-dimethyl-7,8-dihydro-5H-pyrano[4,3-b]pyridin-5-one C(C)(=O)N1CC(C1)OC=1N=CC(=C2C=C(N=CC12)NC1=CC=C2C(=N1)[C@H]([C@@H](OC2=O)C)C)C(C)(C)N=[N+]=[N-]